C(=O)C1C=C(C=CC1=O)S(=O)(=O)C(=O)N(C)C ((3-formyl-4-oxo-4H-phenyl)sulfonyl)-N,N-dimethylformamide